((3aR,4R,6R,6aR)-6-((Z)-4-(hydroxyimino)-2-oxo-3,4-dihydropyrimidin-1(2H)-yl-5,6-d2)-2-oxotetrahydrofuro[3,4-d][1,3]dioxol-4-yl)methyl isobutyrate C(C(C)C)(=O)OC[C@H]1O[C@H]([C@@H]2OC(O[C@@H]21)=O)N2C(N\C(\C(=C2[2H])[2H])=N/O)=O